isostearyl alcohol isostearate C(CCCCCCCCCCCCCCC(C)C)(=O)OCCCCCCCCCCCCCCCC(C)C